2-[(4-ethoxyphenyl)methyl]-4-(β-D-glucopyranosyl)-1-chlorobenzene C(C)OC1=CC=C(C=C1)CC1=C(C=CC(=C1)[C@H]1[C@H](O)[C@@H](O)[C@H](O)[C@H](O1)CO)Cl